[C@@H]12CN(C[C@@H](N1)C2)C(=O)OC(C)(C)C tert-butyl (1R,5S)-3,6-diazabicyclo[3.1.1]heptane-3-carboxylate